FC(C=1C=C(C=C(C1)C(F)(F)F)C1=CC(=C(C(=N1)N)[N+](=O)[O-])N(C)CC1(CCCC1)COC)(F)F 6-[3,5-Bis(trifluoromethyl)phenyl]-N4-{[1-(methoxymethyl)cyclopentyl]methyl}-N4-methyl-3-nitropyridin-2,4-diamine